C1(CCCCCCCC1)NC1CCC(CC1)=O 4-(cyclononylamino)cyclohexanone